cerium (III) sulfide [S-2].[Ce+3].[S-2].[S-2].[Ce+3]